[Si](C1=CC=CC=C1)(C1=CC=CC=C1)(C(C)(C)C)OCCN(C1=CC=C(C=CC2=CC=C(S2)C=O)C=C1)CCO[Si](C1=CC=CC=C1)(C1=CC=CC=C1)C(C)(C)C 5-[4-[Bis[2-[(tert-butyldiphenylsilyl)oxy]ethyl]amino]styryl]thiophene-2-carbaldehyde